N1=C(SC2=NC=CC=C21)N[C@@H]2C[C@H](CC2)NC2=CC=C(C=N2)N2C(C=CC=C2)=O 6'-(((1S,3S)-3-(Thiazolo[5,4-b]pyridin-2-ylamino)cyclopentyl)amino)-2H-[1,3'-bipyridin]-2-one